(R)-5-(2-chlorophenoxy)-3-((1-(2,2-difluorobenzo[d][1,3]dioxol-4-yl)ethyl)amino)-4H-benzo[e][1,2,4]thiadiazine 1,1-dioxide ClC1=C(OC2=CC=CC3=C2NC(=NS3(=O)=O)N[C@H](C)C3=CC=CC=2OC(OC23)(F)F)C=CC=C1